C(=O)(OC(C)(C)C)N1CCC(CC1)C(=O)O N-Boc-piperidine-4-formic acid